NC=1C(=NC(=C(N1)F)C1=CC=C(C=C1)N1CCN(CC1)C)C=1C=C2CCNC(C2=CC1F)=O 6-(3-amino-5-fluoro-6-(4-(4-methylpiperazin-1-yl)phenyl)pyrazin-2-yl)-7-fluoro-3,4-dihydroisoquinolin-1(2H)-one